2',6'-bis(benzyloxy)-6-(piperazin-1-yl)-2,3'-bipyridine C(C1=CC=CC=C1)OC1=NC(=CC=C1C1=NC(=CC=C1)N1CCNCC1)OCC1=CC=CC=C1